CN([C@@H]1C[C@@H](C1)N)C=1C2=C(N=CN1)NC=C2 cis-N-Methyl-N-7H-pyrrolo[2,3-d]pyrimidin-4-ylcyclobutane-1,3-diamine